(1S,3S,4R)-N-((S)-(3-chloro-2,6-difluorophenyl)(4-fluoro-bicyclo[2.2.1]hept-1-yl)methyl)-3-hydroxy-4-isopropoxycyclopentane-1-carboxamide ClC=1C(=C(C(=CC1)F)[C@@H](NC(=O)[C@H]1C[C@@H]([C@@H](C1)OC(C)C)O)C12CCC(CC1)(C2)F)F